[Si](C)(C)(C(C)(C)C)OCC1=NN(C=C1C1=C(C(=C(C=C1)O)F)F)CCOC 4-[3-[[tert-butyl(dimethyl)silyl]oxymethyl]-1-(2-methoxyethyl)pyrazol-4-yl]-2,3-difluoro-phenol